OC=1C(=NC=CC1OC)C(=O)NC=1C=C2C=CC(=NC2=CC1)OCCC 3-hydroxy-4-methoxy-N-(2-propoxyquinolin-6-yl)picolinamide